3-(dimethoxysilyl)propyl methacrylate C(C(=C)C)(=O)OCCC[SiH](OC)OC